4-amino-N-(4-cyano-2-methoxybenzyl)-N-methoxy-1-methyl-1H-pyrazolo[4,3-c]quinoline-8-carboxamide NC1=NC=2C=CC(=CC2C2=C1C=NN2C)C(=O)N(OC)CC2=C(C=C(C=C2)C#N)OC